1,3-ditrimethylsilyl-1,3,5-triazine C[Si](N1CN(CN=C1)[Si](C)(C)C)(C)C